C(C)(C)(C)OC(=O)N(C=1SC(=C(N1)C(=O)OCC)CC(CO[Si](C(C)C)(C(C)C)C(C)C)O)C ethyl 2-{[(tert-butoxy)carbonyl](methyl)amino}-5-(2-hydroxy-3-{[tris(propan-2-yl)silyl]oxy}propyl)-1,3-thiazole-4-carboxylate